6-benzenesulfonic acid C1=CC=CC=C1S(=O)(=O)O